N-[1-[2-(2-ethoxyethoxy)ethyl]-3,5-dimethyl-pyrazol-4-yl]-2-[2-methoxy-4-(4-methylpiperazin-1-yl)anilino]-5,6-dihydropyrimido[4,5-e]indolizine-7-carboxamide C(C)OCCOCCN1N=C(C(=C1C)NC(=O)C=1C=CN2C3=C(CCC12)C=NC(=N3)NC3=C(C=C(C=C3)N3CCN(CC3)C)OC)C